C1(CCCC1)C1=NOC2=C1N=C(NC2=O)C2=CC=NC=C2 3-cyclopentyl-5-(pyridin-4-yl)isoxazolo[4,5-d]pyrimidin-7(6H)-one